Cl.N1=CC(=CC=C1)[C@H](C)N (1S)-1-(pyridin-3-yl)ethan-1-amine-hydrochloride salt